(S)-1-(4-(4-((2-fluoro-4-((1-(thiophen-2-ylsulfonyl)piperidin-3-yl)oxy)phenyl)amino)-1H-pyrazolo[3,4-d]pyrimidin-3-yl)piperidin-1-yl)prop-2-en-1-one FC1=C(C=CC(=C1)O[C@@H]1CN(CCC1)S(=O)(=O)C=1SC=CC1)NC1=C2C(=NC=N1)NN=C2C2CCN(CC2)C(C=C)=O